C(C)(C)(C)OC(=O)N1CC(OC2=C(C1)N=C(C=C2)Cl)C(C)C 7-chloro-2-isopropyl-2,3-dihydropyrido[2,3-f][1,4]oxazepine-4(5H)-carboxylic acid tert-butyl ester